4-[1-[3-[(1-tert-butoxycarbonyl-4-piperidyl)oxy]cyclobutyl]-4-piperidyl]-3-methyl-phthalic acid C(C)(C)(C)OC(=O)N1CCC(CC1)OC1CC(C1)N1CCC(CC1)C=1C(=C(C(C(=O)O)=CC1)C(=O)O)C